pyrrolidine-3-sulfonate N1CC(CC1)S(=O)(=O)[O-]